Methyl 5-(5-(4-chlorophenyl)-1-(2,4-dichlorophenyl)-4-methyl-1H-pyrazole-3-carboxamido)nicotinate ClC1=CC=C(C=C1)C1=C(C(=NN1C1=C(C=C(C=C1)Cl)Cl)C(=O)NC=1C=NC=C(C(=O)OC)C1)C